ClC=1C=NC(=C(C(=O)NC2CCC(CC2)CN2C(N(C3=C2C=CC=C3)C3=CC=C2C(=NNC2=C3)Cl)=O)C1)C 5-chloro-N-((1r,4r)-4-((3-(3-chloro-1H-indazol-6-yl)-2-oxo-2,3-dihydro-1H-benzo[d]imidazol-1-yl)methyl)cyclohexyl)-2-methylnicotinamide